CCCCCCCCCCCCCC(=O)O[C@H](CCCCCCCCCCC)CC(=O)O[C@@H]1[C@H]([C@@H](O[C@@H]([C@H]1OP(=O)(O)O)CO[C@@]2(C[C@H]([C@H]([C@H](O2)[C@@H](CO)O)O[C@@H]3[C@@H]([C@H]([C@@H]([C@H](O3)CO[C@H]4[C@@H]([C@H]([C@@H]([C@H](O4)CO)O)O)O[C@@H]5[C@@H]([C@H]([C@@H]([C@H](O5)CO)O[C@H]6[C@@H]([C@H]([C@H]([C@H](O6)CO)O[C@@H]7[C@@H]([C@H]([C@H]([C@H](O7)CO)O)O)O)O)O)O)O)O[C@H]8[C@@H]([C@H]([C@@H]([C@H](O8)CO)O)O)O[C@@H]9[C@@H]([C@H]([C@@H]([C@H](O9)CO)O[C@H]1[C@@H]([C@H]([C@H]([C@H](O1)CO)O[C@@H]1[C@@H]([C@H]([C@H]([C@H](O1)CO)O)O)O)O)O)O)O)O[C@H]1[C@@H]([C@H]([C@@H]([C@H](O1)CO)O)O)O)O)O[C@@]1(C[C@H]([C@H]([C@H](O1)[C@@H](CO)O)O)O)C(=O)O)C(=O)O)OC[C@@H]1[C@H]([C@@H]([C@H]([C@H](O1)OP(=O)(O)O)NC(=O)C[C@@H](CCCCCCCCCCC)O)OC(=O)C[C@@H](CCCCCCCCCCC)O)O)NC(=O)C[C@@H](CCCCCCCCCCC)OC(=O)CCCCCCCCCCC The molecule is a lipid A derivative that consists of a branched dodecasaccharide made up from four galactose, six glucose and two Kdo (one at the reducing end) units connected to lipid A via an alpha-(2->6)-linkage. It is a member of lipid As, a dodecanoate ester and a tetradecanoate ester.